27-[(1S)-1-methylpropyl]-1,4,7,10,13,16,19,22,25,28,31-undecazacyclotetratriacontane-2,5,8,11,14,17,20,23,26,29,32-undecone C[C@@H](CC)C1C(NCC(NCC(NCC(NCC(NCC(NCC(NCC(NCC(NCCC(NCC(N1)=O)=O)=O)=O)=O)=O)=O)=O)=O)=O)=O